2,2'-(((ethane-1,2-diylbis(piperazine-4,1-diyl))bis(ethane-2,1-diyl))bis(oxy))bis(ethan-1-amine) C(CN1CCN(CC1)CCOCCN)N1CCN(CC1)CCOCCN